[F-].C(CCC)[N+]1=CC(=CC=C1)C 1-butyl-3-methylpyridinium fluoride